2,2,4,4,5,5-hexamethyl-1,3,2-dioxaborolan-2-uide C[B-]1(OC(C(O1)(C)C)(C)C)C